C1(=CC=CC=C1)P(C1=CC=CC=C1)CC1=C(C=CC=C1)CP(C1=CC=CC=C1)C1=CC=CC=C1 1,2-bis(diphenylphosphinomethyl)benzene